C1(=CC=CC=C1)CC(C(C)=O)S(=O)(=O)C1=CC=C(C)C=C1 4-phenyl-3-(p-toluenesulfonyl)-2-butanone